neononanoic acid ethenyl ester C(=C)OC(CCCCC(C)(C)C)=O